C=CC=1C(=NC(N([C@H]2[C@H](O)[C@H](O)[C@@H](CO)O2)C1)=O)NC(C1=CC=CC=C1)=O C-methylene-5-methyl-N4-benzoylcytidine